NOC[C@H]1N(CCCC1)C(=O)OC(C)(C)C (S)-tert-Butyl 2-((aminooxy)methyl)piperidine-1-carboxylate